C(=O)O.FC(C=1C(=C(C=CC1)[C@@H](C)NC1=NC(=NC2=CC=C(C=C12)N(C1=CC(N(C=C1)CC(=O)N(C)C)=O)C)C)F)F (R)-2-(4-((4-((1-(3-(difluoromethyl)-2-fluorophenyl)ethyl)amino)-2-methylquinazolin-6-yl)(methyl)amino)-2-oxopyridin-1(2H)-yl)-N,N-dimethylacetamide formate